(E)-N-((4-chlorophenyl)sulfonyl)-3-(5-cyanopyridin-2-yl)-4-phenyl-4,5-dihydro-1H-pyrazole-1-carbamidyl chloride ClC1=CC=C(C=C1)S(=O)(=O)N(C(=O)N1N=C(C(C1)C1=CC=CC=C1)C1=NC=C(C=C1)C#N)Cl